(oxybisethylene)bismaleimide O(CCC=1C(=O)NC(C1)=O)CCC=1C(=O)NC(C1)=O